C(C)(=O)C1=C(C2=C(N=C(N=C2)NC2=CC=C(C=N2)N2CCC(CC2)N2CCN(CC2)C2=CC=C(C=C2)C2(C(NC(CC2)=O)=O)C)N(C1=O)C1CCCC1)C 3-(4-(4-(1-(6-((6-acetyl-8-cyclopentyl-5-methyl-7-oxo-7,8-dihydropyrido-[2,3-d]pyrimidin-2-yl)amino)pyridin-3-yl)piperidin-4-yl)piperazin-1-yl)phenyl)-3-methyl-piperidine-2,6-dione